Glutamylcystine C(CC(=O)O)[C@@H](C(=O)C([C@@H](C(=O)O)N)SSC[C@@H](C(=O)O)N)N